C(#N)C1(C2CCN(CC12)C(=O)OC(C)(C)C)C1=NOC=C1 Tert-butyl 7-cyano-7-(isoxazol-3-yl)-3-azabicyclo[4.1.0]heptane-3-carboxylate